(1R,5S,6r)-3-[(1-isopropyl-1H-imidazol-4-yl)carbonyl]-3-azabicyclo[3.1.0]Hexane-6-carboxylic acid ethyl ester C(C)OC(=O)C1[C@H]2CN(C[C@@H]12)C(=O)C=1N=CN(C1)C(C)C